(S)-2-hydroxypropyl (R)-3-hydroxybutyrate O[C@@H](CC(=O)OC[C@H](C)O)C